(3-([1,1'-Biphenyl]-3-yl)-4-fluoro-1H-pyrazol-5-yl)pyrrolidine-1-carbonitrile C1(=CC(=CC=C1)C1=NNC(=C1F)C1N(CCC1)C#N)C1=CC=CC=C1